Tetrabromobisphenol A bisEthyl-2-[[4-[6-[(6-bromo-3-pyridyl)methoxy]-5-fluoro-2-pyridyl]-2,5-difluoro-phenyl]methyl]-7-fluoro-3-[[(2S)-oxetan-2-yl]methyl]benzimidazole-5-carboxylate C(C)C=1C(=C(C2=C(N=C(N2C[C@H]2OCC2)CC2=C(C=C(C(=C2)F)C2=NC(=C(C=C2)F)OCC=2C=NC(=CC2)Br)F)C1F)CC)C(=O)O.BrC1=C(C(=C(C(=C1O)Br)Br)C(C)(C)C1=CC=C(C=C1)O)Br